trans-benzyl (2-(2-methoxypyridin-4-yl)-5-oxopyrrolidin-3-yl)carbamate COC1=NC=CC(=C1)[C@@H]1NC(C[C@H]1NC(OCC1=CC=CC=C1)=O)=O